1-(9Z-octadecenoyl)-2-(8Z,11Z,14Z,17Z-eicosatetraenoyl)-sn-glycero-3-phosphocholine CCCCCCCC/C=C\CCCCCCCC(=O)OC[C@H](COP(=O)([O-])OCC[N+](C)(C)C)OC(=O)CCCCCC/C=C\C/C=C\C/C=C\C/C=C\CC